NCN1CCC(C(=C1)Cl)=O 1-(aminomethyl)-5-chloro-4-oxo-3,4-dihydropyridin